C(C)[C@@H]1CC[C@H](CC1)C1=CC=C(C=C1)B(O)O 4-(TRANS-4-ETHYLCYCLOHEXYL)PHENYLBORONIC ACID